4-methoxytetrahydro-2H-thiopyran COC1CCSCC1